6-(3-(3-(4-methoxyphenyl)-1,2,4-oxadiazol-5-yl)propanoyl)-2-(1-phenylcyclopropyl)-5,6,7,8-tetrahydropyrido[4,3-d]pyrimidin-4(3H)-one COC1=CC=C(C=C1)C1=NOC(=N1)CCC(=O)N1CC2=C(N=C(NC2=O)C2(CC2)C2=CC=CC=C2)CC1